OC1=C(C=C(C=C1Br)C(C)(C)C1=CC(=C(C(=C1)Br)O)Br)Br 2,2-bis-(4-hydroxy-3,5-dibromophenyl)-propane